C[C@@H](C(=O)O)NC(=O)[C@H](CCCCNC(=O)[C@H](CCS)N)N The molecule is a tripeptide formed between L-Hcy, L-Lys and L-Ala in a linear sequence, with the peptide bond between Hcy and Lys being from the carboxy group of the Hcy to the epsilon-nitrogen of the lysine.